C(C)(C)(C)OC(NCCSSCCO)=O (2-((2-Hydroxyethyl)disulfanyl)ethyl)carbamic acid tert-butyl ester